C(CCCCC(=O)OCC(COC(CCCCC(=O)OCC\C=C/CCCCC)=O)(CO)COC(=O)C12CCCC2C1)(=O)OCC\C=C/CCCCC O6-[2-(bicyclo[3.1.0]hexane-1-carbonyloxymethyl)-2-(hydroxymethyl)-3-[6-[(Z)-non-3-enoxy]-6-oxo-hexanoyl]oxy-propyl] O1-[(Z)-non-3-enyl] hexanedioate